(1R,3R,4R)-N-((S)-1-cyano-2-((S)-2-oxopyrrolidin-3-yl)ethyl)-5,5-difluoro-2-(2-methyl-1H-indole-7-carbonyl)-2-azabicyclo[2.2.2]octane-3-carboxamide C(#N)[C@H](C[C@H]1C(NCC1)=O)NC(=O)[C@@H]1N([C@H]2CC([C@@H]1CC2)(F)F)C(=O)C=2C=CC=C1C=C(NC21)C